N-(6-((4-(aminomethyl)-1H-pyrazol-1-yl)methyl)-4-methoxybenzo[d]isoxazol-3-yl)-4-ethyl-2-methoxybenzenesulfonamide hydrochloride Cl.NCC=1C=NN(C1)CC1=CC2=C(C(=NO2)NS(=O)(=O)C2=C(C=C(C=C2)CC)OC)C(=C1)OC